C(#N)[C@@H](C[C@@H]1C(NCC1)=O)NC(=O)[C@@H]1N([C@H]2CC([C@@H]1CC2)(F)F)C([C@@H](CC2CCC2)NC(C(F)(F)F)=O)=O (1R,3R,4R)-N-((R)-1-cyano-2-((R)-2-oxopyrrolidin-3-yl)ethyl)-2-((R)-3-cyclobutyl-2-(2,2,2-trifluoroacetamido)propanoyl)-5,5-difluoro-2-azabicyclo[2.2.2]octane-3-carboxamide